5-[1-(4-fluorobenzenesulfonyl)piperidin-4-yl]1,3,4-thiadiazol-2-amine FC1=CC=C(C=C1)S(=O)(=O)N1CCC(CC1)C1=NN=C(S1)N